2-(1,1-difluoroethyl)-7-isopropoxylimidazo[1,2-a]pyridine-6-carboxylic acid methyl ester COC(=O)C=1C(=CC=2N(C1)C=C(N2)C(C)(F)F)OC(C)C